CC=1C(NC(=NC1)C(=O)OC)=O methyl 5-methyl-4-oxo-3H-pyrimidine-2-carboxylate